BrC1=CC=C2[C@@H](COC3(C2=C1)CC3)NC (S)-7'-bromo-N-methylspiro[cyclopropane-1,1'-isochroman]-4'-amine